BrNC1=NC(=NC(=N1)N)N bromo-melamine